FC=1C=C(C=CC1C(F)(F)F)C1=NN2C(CN(CC2)C(C=C)=O)=C1C1=CC=NC=C1 1-{2-[3-fluoro-4-(trifluoromethyl)phenyl]-3-(pyridin-4-yl)-6,7-dihydropyrazolo[1,5-a]pyrazin-5(4H)-yl}prop-2-en-1-one